O1C=C(C=C1)C(=O)NC=1C=C(C(=O)OC)C=CC1I methyl 3-(furan-3-carboxamido)-4-iodobenzoate